C(C)(=O)C1=NN(C2=CC=C(C=C12)C=1C=NC(=NC1)C)CC(=O)N1[C@@H]2C[C@]2(C[C@H]1C(=O)NC1=NC(=CC=C1C)Br)C |&1:25| (1R,3S,SR)-2-(2-(3-acetyl-5-(2-methylpyrimidin-5-yl)-1H-indazol-1-yl)acetyl)-N-(6-bromo-3-methylpyridin-2-yl)-5-methyl-2-azabicyclo[3.1.0]hexane-3-carboxamide